3-(4-((7-((adamantan-1-yl)(methyl)amino)heptyl)thio)-5-fluoro-1-oxoisoindolin-2-yl)piperidine-2,6-dione C12(CC3CC(CC(C1)C3)C2)N(CCCCCCCSC2=C3CN(C(C3=CC=C2F)=O)C2C(NC(CC2)=O)=O)C